N,N'-bis[2-(1H-imidazol-4-yl)ethyl]propanediamide tartrate C(=O)(O)C(O)C(O)C(=O)O.N1C=NC(=C1)CCNC(CC(=O)NCCC=1N=CNC1)=O